CC1(OB(OC1(C)C)C=1C=C2CCCC(C2=CC1)=O)C 6-(4,4,5,5-tetramethyl-1,3,2-dioxaborolan-2-yl)tetralin-1-one